C(CC)(=O)NC1=CC2=C(S1)CCC2 2-Propionylamino-5,6-dihydro-4H-cyclopenta[b]thiophen